ClC1=C(C=CC=C1)C1=CC=C(C=C1)C=CC1=C(N=NN1)C(=O)O 5-(2-(2'-chloro-[1,1'-biphenyl]-4-yl)vinyl)-1H-1,2,3-triazole-4-carboxylic acid